FC1=C(C(=C(C(=C1F)[B-](C1=C(C(=C(C(=C1F)F)C(F)(F)F)F)F)(C1=C(C(=C(C(=C1F)F)C(F)(F)F)F)F)C1=C(C(=C(C(=C1F)F)C(F)(F)F)F)F)F)F)C1=C(C(=C(C(=C1F)F)C1=CC=C(C=C1)C=C)F)F.[Li+] Lithium (2,2',3,3',5,5',6,6'-octafluoro-4''-vinyl-[1,1':4',1''-terphenyl]-4-yl)tris(2,3,5,6-tetrafluoro-4-(trifluoromethyl)phenyl)borate